3-(4-fluorophenyl)-2-methyl-pyrazolo[1,5-a]pyrimidine-7-ol sodium [Na].FC1=CC=C(C=C1)C=1C(=NN2C1N=CC=C2O)C